BrCC(=O)C1=CC=C(C=C1)NC(C)=O N-(4-(2-bromoacetyl)phenyl)acetamide